[Cl-].COC=1C=C(C[Zn+])C=CC1OC 3,4-dimethoxybenzyl-zinc chloride